(2R,4S,5R,6R)-methyl 2-allyl-6-((1R,2R)-3-azido-1,2-dihydroxypropyl)-5-((tert-butoxycarbonyl)amino)-4-hydroxytetrahydro-2H-pyran-2-carboxylate C(C=C)[C@]1(O[C@H]([C@@H]([C@H](C1)O)NC(=O)OC(C)(C)C)[C@@H]([C@@H](CN=[N+]=[N-])O)O)C(=O)OC